NC1=CC=C(C=C1)[N+](=NC1=CC=CC=C1)[O-] 2-(4-aminophenyl)-1-phenyldiazene-2-oxide